bis-formyl-N,N'-bis(2,2,6,6-tetramethyl-4-piperidinyl)hexamethylenediamine C(=O)N(CCCCCCN(C1CC(NC(C1)(C)C)(C)C)C=O)C1CC(NC(C1)(C)C)(C)C